FC(=CCC/C(=C/CC/C(=C/CCC1(OC2=C(C(=C(C(=C2CC1)C)O)C)C)C)/C)/C)F 2-((3E,7E)-12,12-difluoro-4,8-dimethyldodeca-3,7,11-trien-1-yl)-2,5,7,8-tetramethylchroman-6-ol